3-(2-aminoethyl)-4-bromo-1-(2,6-dibenzyloxy-3-pyridyl)benzimidazol-2-one NCCN1C(N(C2=C1C(=CC=C2)Br)C=2C(=NC(=CC2)OCC2=CC=CC=C2)OCC2=CC=CC=C2)=O